epoxy-5-hydroxymethyl-imidazole OCC1=C2N=C(N1)O2